OCC1=CC=C(C=C1)/C=C/C(=O)C1=CC=C(C=C1)OC (E)-3-[4-(Hydroxymethyl)phenyl]-1-(4-methoxyphenyl)prop-2-en-1-one